(2,5-dioxopyrrolidin-1-yl) 5-[[2-methyl-2-(2-pyridyldisulfanyl)propyl]amino]-5-oxo-pentanoate CC(CNC(CCCC(=O)ON1C(CCC1=O)=O)=O)(C)SSC1=NC=CC=C1